COC1=CC=2C(=NC(=C3CCC(NC23)(C)C)C)C=C1OCCCN1CCCC1 1-[3-({9-methoxy-2,2,5-trimethyl-1H,2H,3H,4H-benzo[h]1,6-naphthyridin-8-yl}oxy)propyl]pyrrolidine